2-Chloro-4-isopropyl-pyrimidine ClC1=NC=CC(=N1)C(C)C